3-((3-cyclopropylpyridin-2-yl)oxy)-N-((3s,4s)-3-fluoro-1-methylpiperidin-4-yl)-2,2-dimethylpropionamide C1(CC1)C=1C(=NC=CC1)OCC(C(=O)N[C@@H]1[C@H](CN(CC1)C)F)(C)C